4-fluoro-N-{[3-fluoro-4-(1-methylcyclobutyl)phenyl](phenyl)methyl}-1-[2-(1H-1,2,3-triazol-5-yl)acetyl]pyrrolidine-2-carboxamide FC1CC(N(C1)C(CC1=CN=NN1)=O)C(=O)NC(C1=CC=CC=C1)C1=CC(=C(C=C1)C1(CCC1)C)F